2-(4-(tert-butyl)-2,6-dimethylphenyl)-N-((2-(2,6-dioxopiperidin-3-yl)-1-oxoisoindolin-5-yl)methyl)-2-oxoacetamide C(C)(C)(C)C1=CC(=C(C(=C1)C)C(C(=O)NCC=1C=C2CN(C(C2=CC1)=O)C1C(NC(CC1)=O)=O)=O)C